N1N=C(C=C1)NC1=CC(=CC(=N1)N[C@@H]1CN(CCC1)C(=O)OC(C)(C)C)CN1CCOCC1 Tert-Butyl (S)-3-((6-((1H-pyrazol-3-yl)amino)-4-(morpholinomethyl)pyridin-2-yl)amino)piperidine-1-carboxylate